1-(6Z,9Z,12Z,15Z-octadecatetraenoyl)-2-(5Z,8Z,11Z,14Z,17Z-eicosapentaenoyl)-glycero-3-phospho-(1'-sn-glycerol) CC/C=C\C/C=C\C/C=C\C/C=C\CCCCC(=O)OC[C@H](COP(=O)(O)OC[C@H](CO)O)OC(=O)CCC/C=C\C/C=C\C/C=C\C/C=C\C/C=C\CC